methyl-2-vinylbenzyl glycidyl ether C(C1CO1)OC(C1=C(C=CC=C1)C=C)C